CN1C(CC(C2=CC=CC=C12)CC1=CC=C(C=C1)C(F)(F)F)=O 1-methyl-4-(4-(trifluoromethyl)benzyl)-3,4-dihydroquinolin-2(1H)-one